10-oxo-1,9-diazatricyclo[6.4.1.04,13]tridec-2,4(13),5,7-tetraene-2-carboxylic acid O=C1NC2=CC=CC=3C=C(N(CC1)C32)C(=O)O